FCCNC(=N)N1CC(C=2C3=C(C=CC12)C=CC=C3)C N-(2-Fluoroethyl)-1-methyl-1,2-dihydro-3H-benzo[e]indole-3-carboximidamide